(E)-7-(3-(4-isopropylbenzylidene)-2,5-dioxopyrrolidinyl)heptanoate C(C)(C)C1=CC=C(\C=C/2\C(N(C(C2)=O)CCCCCCC(=O)[O-])=O)C=C1